2-((4-(2-(4-chloro-2-(methoxy-d3)phenyl)-4-fluoro-2H-chromen-8-yl)piperidin-1-yl)methyl)-3-(((S)-oxetan-2-yl)methyl)-3H-imidazo[4,5-b]pyridine-5-carboxylic acid ClC1=CC(=C(C=C1)C1OC2=C(C=CC=C2C(=C1)F)C1CCN(CC1)CC1=NC=2C(=NC(=CC2)C(=O)O)N1C[C@H]1OCC1)OC([2H])([2H])[2H]